F[C@@H](CN1N=NC(=C1)C(=O)NC)CCC=1N=NC(=CC1)NC(CC1=NC=CC(=C1)C(F)(F)F)=O (R)-1-(2-fluoro-4-(6-(2-(4-(trifluoromethyl)pyridin-2-yl)acetamido)pyridazin-3-yl)butyl)-N-methyl-1H-1,2,3-triazole-4-carboxamide